NC1=C2C(=NN(C2=CC(=C1)C(=O)OC)C1OCCCC1)F methyl 4-amino-3-fluoro-1-(tetrahydropyran-2-yl)-1H-indazole-6-carboxylate